C(C1=CC=CC=C1)OC1=C(C=C(C=C1C(=O)OCC)OCC1=CC=CC=C1)CSCC1=C(C(=CC(=C1)OCC1=CC=CC=C1)C(=O)OCC)OCC1=CC=CC=C1 bis(2,5-dibenzyloxy-3-ethoxycarbonylphenylmethyl) sulfide